2-acetamido-4-(dimethylamino)-N-(4,5-dimethylthiazol-2-yl)benzamide C(C)(=O)NC1=C(C(=O)NC=2SC(=C(N2)C)C)C=CC(=C1)N(C)C